N-(4-Chlorophenyl)-6-(trifluoromethyl)-5,6-dihydroindazolo[3,2-a]isoquinolin-6-amine ClC1=CC=C(C=C1)NC1(N2C(C=3C=CC=CC3C1)=C1C=CC=CC1=N2)C(F)(F)F